(Z)-1-acetyl-2-((2-(morpholine-4-carbonyl)-1H-pyrrolo[3,2-b]pyridin-5-yl)methylene)-indolin-3-one C(C)(=O)N1\C(\C(C2=CC=CC=C12)=O)=C/C1=CC=C2C(=N1)C=C(N2)C(=O)N2CCOCC2